Sodium (2R,3R,4S,5R)-6-(dodecylamino)-2,3,4,5-tetrahydroxy-6-oxohexyl sulfate S(=O)(=O)(OC[C@H]([C@H]([C@@H]([C@H](C(=O)NCCCCCCCCCCCC)O)O)O)O)[O-].[Na+]